O(CC#CC1=C2CN(C(C2=CC=C1)=O)C1C(N(C(CC1)=O)C(=O)OC(C)(C)C)=O)CC#CC1=C2CN(C(C2=CC=C1)=O)C1C(N(C(CC1)=O)C(=O)OC(C)(C)C)=O Di-tert-butyl 3,3'-((oxybis(prop-1-yne-3,1-diyl))bis(1-oxoisoindoline-4,2-diyl))bis(2,6-dioxopiperidine-1-carboxylate)